P(=O)(O)(O)O[C@H]1C[C@@H](O[C@@H]1CO)N1C=NC=2C(=O)NC(N)=NC12 deoxyguanosine-3'-monophosphate